8-(dioctyl amino)octyl nonyl phosphate P(=O)(OCCCCCCCCN(CCCCCCCC)CCCCCCCC)(OCCCCCCCCC)[O-]